1-(benzo[B]thiophen-4-yl)piperazine tert-butyl-2-[3-[(5-formyl-2-pyridyl)oxy]phenoxy]acetate C(C)(C)(C)OC(COC1=CC(=CC=C1)OC1=NC=C(C=C1)C=O)=O.S1C2=C(C=C1)C(=CC=C2)N2CCNCC2